[F-].FC(F)N difluoromethylamine fluoride